(4-(4-phenyl-6-(pyridin-2-yl)pyrimidin-2-yl)phenyl)boric acid C1(=CC=CC=C1)C1=NC(=NC(=C1)C1=NC=CC=C1)C1=CC=C(C=C1)OB(O)O